CN1C2=C(N(C3=C(C1=O)C=CC=C3)C)N=CN=C2 5,11-dimethyl-5,11-dihydro-6H-benzo[e]pyrimido[5,4-b][1,4]diazepin-6-one